[Se]=S.[Pd] palladium-selenium sulfide